8-fluoro-3-isopropenyl-2-methyl-6-(4,4,5,5-tetramethyl-1,3,2-dioxaborolan-2-yl)imidazo[1,2-a]Pyridine FC=1C=2N(C=C(C1)B1OC(C(O1)(C)C)(C)C)C(=C(N2)C)C(=C)C